CN1CCC(CC1)NC1=C(C=C(C(=C1)OCC(C)C)F)NC=O 2-[(1-methylpiperidin-4-yl)amino]-5-fluoro-4-(2-methylpropyloxy)phenylformamide